COC(C(CC1=CC=C(C=C1)F)[N+]#[C-])=O METHYL-2-ISOCYANO-3-(4-FLUORO-PHENYL)-PROPIONATE